helium silicon hydride [SiH4].[He]